The molecule is an omega-hydroxy fatty acid ascaroside obtained by formal condensation of the alcoholic hydroxy group of (2E)-19-hydroxynonadec-2-enoic acid with ascarylopyranose (the alpha anomer). It is a metabolite of the nematode Caenorhabditis elegans. It has a role as a Caenorhabditis elegans metabolite. It is an alpha,beta-unsaturated monocarboxylic acid and an omega-hydroxy fatty acid ascaroside. It derives from a (2E)-19-hydroxynonadec-2-enoic acid. It is a conjugate acid of an oscr#33(1-). C[C@H]1[C@@H](C[C@H]([C@@H](O1)OCCCCCCCCCCCCCCCC/C=C/C(=O)O)O)O